C(C)(C)(C)C1=CC2=C(N=C(S2)C=2C=CC(=NC2)OCCO)C=C1 2-((5-(6-(tert-butyl)benzo[d]thiazol-2-yl)pyridin-2-yl)oxy)-ethan-1-ol